N1(CCNCCC1)C1=CC=CC(=N1)C=1NC2=CC(=CC=C2C1)OC 2-[6-(1,4-Diazepan-1-yl)pyridin-2-yl]-6-methoxy-1H-indole